N-(1-oxopropyl)butyramide O=C(CC)NC(CCC)=O